C1=CN(C(=O)NC1=O)[C@H]2[C@@H]([C@@H]([C@H](O2)COP(=O)(O)OP(=O)(O)OC3[C@@H]([C@H]([C@@H]([C@@H](O3)C(=O)O)O)O)O)O)O The molecule is a UDP-sugar in which the sugar component is L-iduronic acid. It is a member of iduronates and an UDP-sugar. It derives from a L-idopyranuronic acid. It is a conjugate acid of an UDP-L-iduronate(3-).